2,3-dimethyl-5-(4-propylphenyl)pent-1-en-4-yn-3-ol CC(=C)C(C#CC1=CC=C(C=C1)CCC)(O)C